N1=CN=CC(=C1)N1CC(CC1)C1=C(C(=O)NC=2C=NC=C(C2)C(F)(F)F)C=CC=C1 (1-(pyrimidin-5-yl)pyrrolidin-3-yl)-N-(5-(trifluoromethyl)pyridin-3-yl)benzamide